methyl 6-(2-fluoropropan-2-yl)nicotinate FC(C)(C)C1=NC=C(C(=O)OC)C=C1